C(C1=CC=CC=C1)OC(=O)NC=1C=NC=2CN(CCC2C1)C(=O)[O-] 3-(((benzyloxy)carbonyl)amino)-5,8-dihydro-1,7-naphthyridine-7(6H)-carboxylate